Br[C@@H](C(=O)O)CCCCCCCCCCCCCC.C(C)C=1C(NC=2C=C(C=NC2C1)CN1CCN(CC1)C=1C=CC(=NC1)C(=O)N[C@H]1CNCC1)=O (R)-5-(4-((7-Ethyl-6-oxo-5,6-dihydro-1,5-naphthyridin-3-yl)methyl)piperazin-1-yl)-N-(pyrrolidin-3-yl)picolinamide (R)-2-bromopalmitate